O=C\1\C(\CCC/C1=C\C=1C=CC(=C(C=O)C1)O)=C\C=1C=CC(=C(C=O)C1)O 5,5'-((1E,1'E)-(2-oxocyclohexane-1,3-diylidene)bis(methanylylidene))bis(2-hydroxybenzaldehyde)